2-(9-(pyridin-2-yl)-6-oxaspiro[4.5]dec-2-en-9-yl)ethanamine N1=C(C=CC=C1)C1(CCOC2(CC=CC2)C1)CCN